ClC=1C=CC=C2C=CC=C(C12)C1=C(C=2N=C(N=C(C2C=N1)N([C@H]1CNCC1)C)OCC12CCCN2CCC1)F (R)-7-(8-chloronaphthalen-1-yl)-8-fluoro-2-((hexahydro-1H-pyrrolizin-7a-yl)methoxy)-N-methyl-N-(pyrrolidin-3-yl)pyrido[4,3-d]pyrimidin-4-amine